C1(CC1)C(=O)N1CCCC2=CC(=CC=C12)C(C(=O)NC1=NC=C(C=C1)F)OC (1-(cyclopropanecarbonyl)-1,2,3,4-tetrahydroquinolin-6-yl)-N-(5-fluoropyridin-2-yl)-2-methoxyacetamide